S-(2-hydroxyethyl)(S)-((9-amino-4-ethyl-8-fluoro-4-hydroxy-3,14-dioxo-3,4,12,14-tetrahydro-1H-pyrano[3',4':6,7]indolizino[1,2-b]quinolin-11-yl)methyl)carbamothioate OCCS=C(NCC1=C2C(=NC=3C=C(C(=CC13)N)F)C1=CC3=C(C(N1C2)=O)COC([C@]3(O)CC)=O)[O-]